undecalene C1=CC=CC=CC=CC=C2C=CC=CC=CC=CC=C12